9H-pyrazino[2',3':4,5]pyrrolo[2,3-d]pyrimidin-4-amine N1=CN=C(C2=C1NC1=C2N=CC=N1)N